methyl (1R,4S,5S)-3-bromo-5-((tert-butyldimethylsilyl) oxy)-7-oxabicyclo[2.2.1]hept-2-ene-2-carboxylate BrC1=C([C@H]2C[C@@H]([C@@H]1O2)O[Si](C)(C)C(C)(C)C)C(=O)OC